(((5-chloro-3-(difluoromethyl)-1-methyl-1H-pyrazol-4-yl)thio)methyl)piperidine-1-carboxylic acid tert-butyl ester C(C)(C)(C)OC(=O)N1C(CCCC1)CSC=1C(=NN(C1Cl)C)C(F)F